tetrahexylammonium triflate [O-]S(=O)(=O)C(F)(F)F.C(CCCCC)[N+](CCCCCC)(CCCCCC)CCCCCC